Pyrrolo[3,2-e]Pyridin-4-amine N1C=CC2=C(C=CN=C21)N